N-(3,3-dimethyl-2,3-dihydro-1H-benzo[d]pyrrolo[1,2-a]imidazol-5-yl)4-(2-hydroxyethanesulfonylamino)-2-(6-azaspiro[2.5]octan-6-yl)benzamide CC1(CCN2C1=NC1=C2C=CC=C1NC(C1=C(C=C(C=C1)NS(=O)(=O)CCO)N1CCC2(CC2)CC1)=O)C